FC(C1(CC1)N1C(C=C(C(=C1)C(=O)OC)C(=O)O)=O)F 1-(1-(difluoromethyl)cyclopropyl)-5-(methoxycarbonyl)-2-oxo-1,2-dihydropyridine-4-carboxylic acid